(S*)-(9-fluoro-10,11-dihydrobenzo[6,7]oxepino[3,2-b]pyridin-10-yl)methanamine FC1=CC=CC2=C1[C@H](CC1=NC=CC=C1O2)CN |o1:7|